ClC1=NC(=CC(=C1)B(O)O)Cl (2,6-dichloropyridin-4-yl)boronic acid